tert-butyl (3-(6-(tert-butylsulfonyl)-7-methoxyimidazo[1,2-a]pyridin-3-yl)-5-carbamoylphenyl)carbamate C(C)(C)(C)S(=O)(=O)C=1C(=CC=2N(C1)C(=CN2)C=2C=C(C=C(C2)C(N)=O)NC(OC(C)(C)C)=O)OC